(Z)-5-(3-Ethyl-4-hydroxybenzylidene)-2-thioxothiazolidin-4-one C(C)C=1C=C(\C=C/2\C(NC(S2)=S)=O)C=CC1O